COC1=C2CCN(C2=C(C=C1)[N+](=O)[O-])C(C)=O 1-(4-Methoxy-7-nitro-2,3-dihydro-1H-indol-1-yl)ethan-1-one